C(C=C)(=O)N1C[C@@H](N(CC1)C1=NC(N2C3=C(C(=C(C=C13)Cl)C1=C(C=CC=C1)F)SCC2)=O)C (R)-7-((S)-4-acryloyl-2-methylpiperazin-1-yl)-9-chloro-10-(2-fluorophenyl)-2,3-dihydro-5H-[1,4]thiazino[2,3,4-ij]quinazolin-5-one